OC[PH3+]=S (hydroxymethyl)phosphonium sulfide